(1-(7-(3-(2,3-dihydrobenzo[b][1,4]dioxin-6-yl)-2-methylphenyl)imidazo[1,2-a]pyridin-3-yl)-1H-pyrazole-3-carbonyl)glycine O1C2=C(OCC1)C=C(C=C2)C=2C(=C(C=CC2)C2=CC=1N(C=C2)C(=CN1)N1N=C(C=C1)C(=O)NCC(=O)O)C